N[C@@H]1CCOC[C@H]1O 3-amino-1,5-anhydro-2,3-dideoxy-D-threo-pentitol